C(C)(=O)C1=NC=C(C=C1)C(C)C 2-acetyl-5-isopropyl-pyridine